(S)-2-amino-3-(4-(6-methyl-1,2,4,5-tetrazin-3-yl)phenyl)propanoic acid Oxime N[C@H](C(O)=NO)CC1=CC=C(C=C1)C=1N=NC(=NN1)C